8-(4-methylpiperazin-1-yl)quinoline-5-carboxylic acid CN1CCN(CC1)C1=CC=C(C=2C=CC=NC12)C(=O)O